(2S,6R)-2,6-dimethyl-4-[5-(4,4,5,5-tetramethyl-1,3,2-dioxaborolan-2-yl)pyridin-2-yl]-1,4-oxazinane C[C@@H]1O[C@@H](CN(C1)C1=NC=C(C=C1)B1OC(C(O1)(C)C)(C)C)C